ClC1=CC=C2C(=C(N(C2=C1C=1C(=NN(C1C)C)C)CCCOCCOS(=O)(=O)C)C(=O)OC(C)(C)C)CCCOC1=CC=CC2=CC(=CC=C12)F tert-butyl 6-chloro-3-{3-[(6-fluoronaphthalen-1-yl)oxy]propyl}-1-{3-[2-(methanesulfonyloxy)ethoxy]propyl}-7-(1,3,5-trimethyl-1H-pyrazol-4-yl)-1H-indole-2-carboxylate